biphenyl-dinitrile C1(=C(C(=CC=C1)C#N)C#N)C1=CC=CC=C1